4-(3-amino-1-(isoquinolin-6-ylamino)-1-oxopropan-2-yl)benzyl 2,4-dimethylbenzoate diHCl Cl.Cl.CC1=C(C(=O)OCC2=CC=C(C=C2)C(C(=O)NC=2C=C3C=CN=CC3=CC2)CN)C=CC(=C1)C